2-oxospiro[indoline-3,3'-pyrrolidine]-5'-carboxylate O=C1NC2=CC=CC=C2C12CNC(C2)C(=O)[O-]